O1CN(CCC=NC=CN=CC=C1)C(=O)[O-] oxa[3,7,10]triazacyclotridecine-3(4H)-carboxylate